tert-butyl N-(2-chloro-3-methyl-4,5,6,7-tetrahydrobenzothiophen-6-yl)-N-methyl-carbamate ClC=1SC2=C(C1C)CCC(C2)N(C(OC(C)(C)C)=O)C